2-(1-(4-methoxybenzyl)-6-oxo-5-(trifluoromethyl)-1,6-dihydropyridazin-3-yl)-N-methyl-N-(2-oxo-2-(4-(5-(trifluoromethyl)pyrimidin-2-yl)piperazin-1-yl)ethyl)acetamide COC1=CC=C(CN2N=C(C=C(C2=O)C(F)(F)F)CC(=O)N(CC(N2CCN(CC2)C2=NC=C(C=N2)C(F)(F)F)=O)C)C=C1